OC1CN(CC1)C(CC1OC(C2=CC=CC=C12)=O)C 3-(2-(3-hydroxypyrrolidinyl)propyl)-1(3H)-isobenzofuranone